ClC1=CC2=C(CN(S(O2)(=O)=O)CC=2C=C(C=CC2C)C(CC(=O)OCC)C2=C(C3=C(N(N=N3)CCCCO)C=C2)C)C=C1O ethyl 3-{3-[(7-chloro-6-hydroxy-2,2-dioxo-2H-1,2λ6,3-benzoxathiazin-3(4H)-yl)methyl]-4-methylphenyl}-3-[1-(4-hydroxybutyl)-4-methyl-1H-benzotriazol-5-yl]propanoate